2-methylpropyl-phosphonic acid CC(CP(O)(O)=O)C